(4-amino-3-methylimidazo[1,5-a]pyrido[3,4-e]pyrazin-8-yl)((3R,4aS,9bS)-3-methyl-7-(trifluoromethoxy)-3,4,4a,9b-tetrahydrobenzofuro[3,2-b]pyridin-1(2H)-yl)methanone NC=1C=2N(C3=C(N1)C=NC(=C3)C(=O)N3[C@@H]1[C@H](C[C@H](C3)C)OC3=C1C=CC(=C3)OC(F)(F)F)C=NC2C